1,2-diacetoxy-1,2-diethoxydisilan C(C)(=O)O[SiH]([SiH](OCC)OC(C)=O)OCC